2-bromo-4-(7,7-difluoro-5-azaspiro[2.4]heptan-5-yl)pyrazolo[1,5-a]pyrazine BrC1=NN2C(C(=NC=C2)N2CC3(CC3)C(C2)(F)F)=C1